2-(1H-indol-3-yl)-1-morpholinoethanone N1C=C(C2=CC=CC=C12)CC(=O)N1CCOCC1